1-(methylamino)-4-(4-methylanilino)anthracene-9,10-dione CNC1=CC=C(C=2C(C3=CC=CC=C3C(C12)=O)=O)NC1=CC=C(C=C1)C